C(C)C1(C=CC=C1)[Hf](N(C)CC)(N(C)CC)N(CC)C ethylcyclopentadienyltris(methylethylamino)hafnium